FC1=CC=C(C=C1)N1N=CC2=CC(=CC=C12)N1[C@H]([C@@H]([C@H](C1=O)CC=1SC=CN1)C1(CC1)C(=O)N)C1=CC=CC=C1 ((2R,3S,4R)-1-(1-(4-fluorophenyl)-1H-indazol-5-yl)-5-oxo-2-phenyl-4-(thiazol-2-ylmethyl)pyrrolidin-3-yl)cyclopropanecarboxamide